13-methyl-5,8-dioxo-1,2,9-triazatricyclo[7.4.1.02,7]tetradeca-3,6,11-triene-4-carboxamide CC1C=CCN2C(C3=CC(C(=CN3N1C2)C(=O)N)=O)=O